triethylene glycol bis(3-(3-tert-butyl-5-methyl-4-hydroxyphenyl)-propionate) C(C)(C)(C)C=1C=C(C=C(C1O)C)CCC(=O)OCCOCCOCCOC(CCC1=CC(=C(C(=C1)C)O)C(C)(C)C)=O